1-(7-((3-((2,3-dihydro-1H-inden-4-yl)amino)-1-methyl-1H-pyrazolo[3,4-d]pyrimidin-6-yl)amino)-3,4-dihydroisoquinolin-2(1H)-yl)-2,2,2-trifluoroethan-1-one C1CCC2=C(C=CC=C12)NC1=NN(C2=NC(=NC=C21)NC2=CC=C1CCN(CC1=C2)C(C(F)(F)F)=O)C